C(#N)N1C[C@]2(CCC2C1)NC(C1=CC=C(C=C1)C1=C(C=NC=C1)OC1=CC=CC=C1)=O N-((1R)-3-Cyano-3-azabicyclo[3.2.0]heptan-1-yl)-4-(3-phenoxypyridin-4-yl)benzamid